C(C)(C)C=1CC2=CC=CC(=C2C1)C1=CC=C(C=C1)C(C)(C)C 2-isopropyl-4-(4-tert-butylphenyl)indene